FC1=CC=C(C=C1)C=1C=C2C(=NC=NC2=C(C1)O)NCC1CCN(CC1)C 6-(4-fluorophenyl)-4-(((1-methylpiperidin-4-yl)methyl)amino)quinazolin-8-ol